(1R)-1-(1-(3,5-difluorobenzyl)-6-(4-methoxypyrrolo[1,2-b]pyridazin-5-yl)-1H-imidazo[4,5-b]pyridin-2-yl)ethanol FC=1C=C(CN2C(=NC3=NC=C(C=C32)C=3C=CN2N=CC=C(C23)OC)[C@@H](C)O)C=C(C1)F